2-[2-[2-[2-[2-[2-[[2-[4-[6-(dimethyl-amino)pyridin-3-yl]phenyl]-1,3-benzothiazol-6-yl]amino]ethoxy]ethoxy]ethoxy]ethoxy]ethoxy]-ethanoic acid CN(C1=CC=C(C=N1)C1=CC=C(C=C1)C=1SC2=C(N1)C=CC(=C2)NCCOCCOCCOCCOCCOCC(=O)O)C